COC(C1=C(C(=C(C(=C1)\C=C\F)Br)F)N)=O.FC1=CC=C(CN2C(=CC3=CC(=CC=C23)OC)C(=O)N2CCN(CC2)C2=NC=CC=N2)C=C1 (1-(4-fluorobenzyl)-5-methoxy-1H-indol-2-yl)(4-(pyrimidin-2-yl)piperazin-1-yl)methanone (E)-methyl-2-amino-4-bromo-3-fluoro-5-(2-fluorovinyl)benzoate